tert-butyl (R)-3-((2-(3-chlorophenyl)-2H-1,2,3-triazole-4-carboxamido)-methyl)-pyrrolidine-1-carboxylate ClC=1C=C(C=CC1)N1N=CC(=N1)C(=O)NC[C@@H]1CN(CC1)C(=O)OC(C)(C)C